BrC=1C=C2C(=NC1Cl)C(=NN2COCC[Si](C)(C)C)NC2COC2 bromo-5-chloro-N-(oxetan-3-yl)-1-((2-(trimethylsilyl)ethoxy)methyl)-1H-pyrazolo[4,3-b]pyridin-3-amine